2-[[4-[[[4-(aminosulfonyl)phenyl]methyl]amino]-6-chloro-2-pyrimidinyl]amino]-4-methyl-5-thiazolecarboxylic acid, ethyl ester NS(=O)(=O)C1=CC=C(C=C1)CNC1=NC(=NC(=C1)Cl)NC=1SC(=C(N1)C)C(=O)OCC